α,α-diphenylpyrrolidinemethanol C1(=CC=CC=C1)C(O)(N1CCCC1)C1=CC=CC=C1